N,N'-dicyclohexyl-N,N'-di-(3-aminopropyl)hexamethylenediamine C1(CCCCC1)N(CCCCCCN(CCCN)C1CCCCC1)CCCN